(R)-2-(3-((5-(4-(1-(3-((1-(tert-butoxycarbonyl)-4-(5-(pyridin-4-yl)-4H-1,2,4-triazol-3-yl)piperidin-4-yl)amino)benzamido)ethyl)phenoxy)pentyl)oxy)propoxy)acetic acid C(C)(C)(C)OC(=O)N1CCC(CC1)(C1=NN=C(N1)C1=CC=NC=C1)NC=1C=C(C(=O)N[C@H](C)C2=CC=C(OCCCCCOCCCOCC(=O)O)C=C2)C=CC1